((2,4-dimethylphenyl)thio)aniline 4-[3-(4-hydroxyphenyl)-2-methylpent-1-enyl]phenolate OC1=CC=C(C=C1)C(C(=CC1=CC=C(C=C1)[O-])C)CC.CC1=C(C=CC(=C1)C)SNC1=CC=CC=C1